prop-1-ene-1,3-diol C(=CCO)O